C(C1=CC=CC=C1)C=1C(=NC=C(N1)C1=CC(=C(C=C1)OCC1=CC=CC=C1)F)N[C@@H](CC1=CC=CC=C1)C(=O)OCC Ethyl (3-benzyl-5-(4-(benzyloxy)-3-fluorophenyl)pyrazin-2-yl)phenylalaninate